1-((2S,3S)-1-Methyl-5-oxo-2-(pyridin-3-yl)pyrrolidin-3-yl)-1-oxo-5,8,11,14,17,20,23,26,29,32,35,38-dodecaoxa-2-azahentetracontan-41-oic acid CN1[C@@H]([C@H](CC1=O)C(NCCOCCOCCOCCOCCOCCOCCOCCOCCOCCOCCOCCOCCC(=O)O)=O)C=1C=NC=CC1